(E)-4-phenyl-2-styryl-2H-benzo[E][1,3]oxazin-3(4H)-ol C1(=CC=CC=C1)C1N(C(OC2=C1C=CC=C2)\C=C\C2=CC=CC=C2)O